COC1(CCC2(OCCO2)CC1)C[C@H](C)N[C@@H](C)C1=CC=CC=C1 (S)-1-(8-methoxy-1,4-dioxaspiro[4.5]decan-8-yl)-N-((S)-1-phenylethyl)propan-2-amine